C[Si](C#CC1CC(SCC1)=NC=1OC=CN1)(C)C 4-(2-trimethylsilylethynyl)thianylideneOxazol-2-amine